2-(thiophen-2-yl)-5,6,7,8-tetrahydro-10H-oxazolo[5,4-d]pyrido[1,2-a]pyrimidin-10-one S1C(=CC=C1)C=1OC=2N=C3N(C(C2N1)=O)CCCC3